CC1(OC=2C=C(C=C(C2[C@H]2[C@H]1C[C@H](C(=C2)C)O)O)CCCCC)C (6aR,8R,10aR)-6,6,9-trimethyl-3-pentyl-6a,7,8,10a-tetrahydro-6H-benzo[c]chromene-1,8-diol